(E)-3-methyl-1-(3-(1-methyl-1H-pyrazol-4-yl)acryloyl)-5,6-dihydropyridin-2(1H)-one CC=1C(N(CCC1)C(\C=C\C=1C=NN(C1)C)=O)=O